5-chloro-6-(5,5-dimethyl-4,5-dihydrooxazol-2-yl)pyridin-3-amin ClC=1C=C(C=NC1C=1OC(CN1)(C)C)N